COC1C2N(CC1CC2)C2=CC1=C(CC(O1)(C)C)C=C2NC(=O)C=2C=NN1C2N=CC=C1 N-(6-(7-Methoxy-2-azabicyclo[2.2.1]heptan-2-yl)-2,2-dimethyl-2,3-dihydrobenzofuran-5-yl)pyrazolo[1,5-a]pyrimidine-3-carboxamide